BrC1=NC=CC(=C1F)NC(=O)C=1N(C(=C(C1C)C(C(NCC#C)=O)=O)C)C N-(2-bromo-3-fluoro-4-pyridyl)-1,3,5-trimethyl-4-[2-oxo-2-(prop-2-ynylamino)acetyl]pyrrole-2-carboxamide